C(=O)O.N1CC(C1)N1CCCC2=CC(=CC(=C12)C1=C2C(=NC=C1)C=C(S2)CN2C(OCC2=O)=O)Cl 3-[[7-[1-(azetidin-3-yl)-6-chloro-3,4-dihydro-2H-quinolin-8-yl]thieno[3,2-b]pyridin-2-yl]methyl]oxazolidine-2,4-dione, formic acid salt